(Z)-1-(3-(2-(ethoxymethyl)-5-methylphenyl)-4-oxothiazolidin-2-ylidene)-3-(2-fluoro-4-(5-(4-(trifluoromethoxy)phenyl)-1,3,4-thiadiazol-2-yl)phenyl)urea C(C)OCC1=C(C=C(C=C1)C)N1/C(/SCC1=O)=N/C(=O)NC1=C(C=C(C=C1)C=1SC(=NN1)C1=CC=C(C=C1)OC(F)(F)F)F